C(C1=CC=CC=C1)NCC1=C(C=C(C=2C(CCCC12)=O)CC(=O)N)F (4-((benzylamino)methyl)-3-fluoro-8-oxo-5,6,7,8-tetrahydronaphthalen-1-yl)acetamide